CC(=CC)CCC trans-3-methyl-2-hexene